FC1=C(C(=CC=C1)C(=O)O)C(=O)O 3-fluoro-1,2-benzenedicarboxylic acid